(R)-N-((1H-pyrrolo[3,2-c]pyridin-2-yl)methyl)-2-(3-((1-(2'-fluoro-[1,1'-biphenyl]-4-yl)ethyl)amino)-6-(2-fluorophenyl)-2-oxopyrazin-1(2H)-yl)acetamide N1C(=CC=2C=NC=CC21)CNC(CN2C(C(=NC=C2C2=C(C=CC=C2)F)N[C@H](C)C2=CC=C(C=C2)C2=C(C=CC=C2)F)=O)=O